cetyl isoleucinate esylate S(=O)(=O)(O)CC.N[C@@H]([C@@H](C)CC)C(=O)OCCCCCCCCCCCCCCCC